C(OCI)(OC1=CC(=NN1C1=CC=CC=C1)C)=O iodomethyl (3-methyl-1-phenyl-1H-pyrazol-5-yl) carbonate